C1(=CC=CC=C1)SC1=CC=C(C=C1)C(CCCCCCC)=NO 1-(4-phenylsulfanyl-phenyl)-octan-1-one oxime